NCC=1N=C2N(C=C(C=C2N2C(C(OCC2)C)=O)C2CC2)C1 4-(2-(aminomethyl)-6-cyclopropylimidazo[1,2-a]pyridin-8-yl)-2-methylmorpholin-3-one